Dimethyl-acrylamid CC(=CC(=O)N)C